O1C(=NC2=C1C=CC=C2)C(CCCl)=O 1-(1,3-benzoxazol-2-yl)-3-chloro-propan-1-one